CN([C@@H](CCCCN)C(=O)O)C(C)=O methyl-acetyl-lysine